tert-Butyl (5R,6S)-2,2-difluoro-6-methyl-5-(((6-(trifluoromethyl)pyrazin-2-yl)amino)methyl)morpholine-4-carboxylate FC1(CN([C@@H]([C@@H](O1)C)CNC1=NC(=CN=C1)C(F)(F)F)C(=O)OC(C)(C)C)F